1-(4-(6-(2-(5-(3,3-difluorocyclobutoxy)pyridin-3-yl)acetamido)pyridazin-3-yl)butyl)-N-((4-(trifluoromethyl)pyridin-2-yl)methyl)-1H-1,2,3-triazole-4-carboxamide FC1(CC(C1)OC=1C=C(C=NC1)CC(=O)NC1=CC=C(N=N1)CCCCN1N=NC(=C1)C(=O)NCC1=NC=CC(=C1)C(F)(F)F)F